C(CCCCCCC)C(=C)C=C 2-octyl-1,3-butadiene